(R)-(4-(4-fluoropyrazolo[1,5-a]pyridin-2-yl)-6,7-dihydro-1H-imidazo[4,5-c]pyridin-5(4H)-yl)(6-(pyridin-2-yl)pyrazolo[1,5-a]pyridin-3-yl)methanone FC=1C=2N(C=CC1)N=C(C2)[C@@H]2N(CCC1=C2N=CN1)C(=O)C=1C=NN2C1C=CC(=C2)C2=NC=CC=C2